NC1=C(C(=O)O)C=C(C=C1OC)Br 2-amino-5-bromo-3-methoxy-benzoic acid